C1(=CC=CC=C1)CC(=O)O.C(C)(=O)OC1=CC=CC=C1 phenyl acetate (PHENYLACETATE)